2-(2-(ethylsulfanyl)-5,7-dimethylpyrazolo[1,5-a]pyrimidin-3-yl)-3-methyl-6-(trifluoromethyl)-3H-imidazo[4,5-c]pyridine C(C)SC1=NN2C(N=C(C=C2C)C)=C1C1=NC2=C(C=NC(=C2)C(F)(F)F)N1C